O[C@@H](C\C=C/CCC(=O)O)[C@@H](\C=C\C=1N=C(N(C1C(CCCCC)O)C)C)O (4Z,7S,8R,9E)-7,8-dihydroxy-10-[5-(1-hydroxyhexyl)-1,2-dimethyl-1H-imidazol-4-yl]deca-4,9-dienoic acid